C(CCC)OC(\C=C\C1=C(C(=C(C=C1[N+](=O)[O-])F)C1=CC=NN1C)C#N)=O (E)-3-(2-cyano-4-fluoro-3-(1-methyl-1H-pyrazol-5-yl)-6-nitrophenyl)acrylic acid butyl ester